C1(CCCCC1)C1OC(OC1)=O cyclohexyl-[1,3]dioxolan-2-one